ClC1=C(CNC=2C=C3C(=NNC3=CC2)C=CC2=NC=CC=C2)C=C(C=C1)F N-(2-chloro-5-fluorobenzyl)-3-(2-(pyridin-2-yl)vinyl)-1H-indazol-5-amine